5,6-Dimethyl-2-[[5-[3-(trifluoromethyl)phenyl]-2-furanyl]methylene]-3(2H)-benzofuranone CC=1C(=CC2=C(C(C(O2)=CC=2OC(=CC2)C2=CC(=CC=C2)C(F)(F)F)=O)C1)C